C(=O)O.N[C@H]1CC=C[C@H]([C@@H]1C1=C(C2=NC(=CC(=C2S1)NCC=1SC=CC1)Cl)Cl)O (1r,5s,6r)-5-amino-6-(3,5-dichloro-7-((thiophen-2-ylmethyl)amino)thieno[3,2-b]pyridin-2-yl)cyclohex-2-en-1-ol formate salt